(S)-(1-Methylpyrrolidin-2-yl)methanethiol CN1[C@@H](CCC1)CS